F[C@@H]1CN(CC[C@@H]1NC1=NN2C(C(=N1)OC)=C(C(=C2)F)C=2C=CC1=C(N(N=N1)CC(F)(F)F)C2)C(CO)=O 1-((3R,4S)-3-fluoro-4-((6-fluoro-4-methoxy-5-(1-(2,2,2-trifluoroethyl)-1H-benzo[d][1,2,3]triazol-6-yl)pyrrolo[2,1-f][1,2,4]triazin-2-yl)amino)piperidin-1-yl)-2-hydroxyethan-1-one